O=C1OC2(C3=CC=CC=C3OC=3C=CC=CC23)C2=CC(=CC=C12)C(=O)N 3-oxo-3H-spiro[isobenzofuran-1,9'-xanthene]-6-carboxamide